2-(5-(4'-(Methylsulfonyl)-[1,1'-biphenyl]-3-yl)-1,2,4-oxadiazol-3-yl)pyrrolidine-1-carbonitrile CS(=O)(=O)C1=CC=C(C=C1)C1=CC(=CC=C1)C1=NC(=NO1)C1N(CCC1)C#N